C(C)C=1C(=C(C(=O)O)C=CC1)C(C1=CC(=C(C=C1)Cl)S(=O)(=O)Cl)=O ethyl-2-(3'-chlorosulfonyl-4'-chlorobenzoyl)benzoic acid